8-(3-methyl-2-(trifluoromethyl)phenyl)-9-(4-((1-(3,3,3-trifluoropropyl)azetidin-3-ylidene)methyl)phenyl)-6,7-dihydro-5H-benzo[7]annulene-3-carboxylic acid CC=1C(=C(C=CC1)C=1CCCC2=C(C1C1=CC=C(C=C1)C=C1CN(C1)CCC(F)(F)F)C=CC(=C2)C(=O)O)C(F)(F)F